CC1=CSC=2NC(N(C(C21)=O)CC2=NN=CN2)=O 5-methyl-3-(4H-1,2,4-triazol-3-ylmethyl)-1H,2H,3H,4H-thieno[2,3-d]pyrimidine-2,4-dione